N1CN=CC2=C1C=CS2 dihydrothienoPyrimidine